3-methyl-8-phenyl-5,6-dihydro-[1,2,4]triazolo[4,3-a]pyrazine-7(8H)-carboxylate CC1=NN=C2N1CCN(C2C2=CC=CC=C2)C(=O)[O-]